pentaazacyclopentadecane-2,5,8,11,14-pentaone N1C(NNC(NNC(CCC(CCC(C1)=O)=O)=O)=O)=O